4-methoxy-2-aminoaniline COC1=CC(=C(N)C=C1)N